N=1C=NN2C1C=C(C=C2)C2=CNC=1N=C(N=C(C12)OC)NC1CC(C1)(O)C 3-((5-([1,2,4]triazolo[1,5-a]pyridin-7-yl)-4-methoxy-7H-pyrrolo[2,3-d]pyrimidin-2-yl)amino)-1-methylcyclobutan-1-ol